6-methyl-5-(4-((3-methyl-2-oxo-4-thioxo-1,2,3,4-tetrahydroquinazolin-7-yl)methyl)piperazin-1-yl)-N-(oxetan-3-yl)picolinamide CC1=C(C=CC(=N1)C(=O)NC1COC1)N1CCN(CC1)CC1=CC=C2C(N(C(NC2=C1)=O)C)=S